CC1=CC=NC=C1C(=O)O 4-methyl-nicotinic acid